C(CCCCCCCC)P([O-])([O-])(OP([O-])[O-])C1=CC=CC=C1 nonylphenyldiphosphite